[Na+].[Na+].[Na+].P(=O)([O-])([O-])OC=1C(=O)O[C@@H](C1O)[C@@H](O)CO L-Ascorbic Acid 2-Phosphate Trisodium Salt